3-(hept-6-en-1-yloxy)pyrrolidine-1-carboxylate C(CCCCC=C)OC1CN(CC1)C(=O)[O-]